distearoyl-hydroxyethyl-methyl-ammonium methyl-sulfate COS(=O)(=O)[O-].C(CCCCCCCCCCCCCCCCC)(=O)[N+](C)(CCO)C(CCCCCCCCCCCCCCCCC)=O